N1CCCC12CCCCC2 1-azaspiro[4.5]decane